2,6-dimethyl-3-ethylphenol CC1=C(C(=CC=C1CC)C)O